N-(5-chloro-3-fluoropyridin-2-yl)carboxamide ClC=1C=C(C(=NC1)NC=O)F